1-[4-(2,3-Dimethylphenyl)piperazin-1-yl]-2-[5-(difluoromethyl)-3-[(3R,4S)-3-fluoro-4-hydroxypiperidin-1-carbonyl]-5,6-dihydro-4H-cyclopenta[c]pyrazol-1-yl]ethanon CC1=C(C=CC=C1C)N1CCN(CC1)C(CN1N=C(C2=C1CC(C2)C(F)F)C(=O)N2C[C@H]([C@H](CC2)O)F)=O